ClC=1C=C2C(N(C=3N(C2=C(C1)C(C)NC1=C(C(=O)N)C=C(C=C1)F)C=NC3I)C)=O 2-((1-(7-chloro-3-iodo-4-methyl-5-oxo-4,5-dihydroimidazo[1,5-a]quinazolin-9-yl)ethyl)amino)-5-fluorobenzamide